[Cl-].C(=C)C1=CC=C(CN2CN(C=C2)CCCC)C=C1 1-(4-vinylbenzyl)-3-butylimidazole chloride salt